C[C@@H]\1CCCCCCCCCCCC/C=C1 |r| (+-)-(4E)-3-methyl-4-cyclopentadecen